C(C)(=O)OC[C@H](NC([C@@H](NC(=O)C=1N=C(SC1)C1=CC=C(C=C1)NC(CCCCCCl)=O)CO[Si](C)(C)C(C)(C)C)=O)C(=O)OC methyl O-acetyl-N-(O-(tert-butyldimethylsilyl)-N-(2-(4-(6-chlorohexanamido)phenyl)thiazole-4-carbonyl)-L-seryl)-L-serinate